N-((1R,5S,6s)-3-azabicyclo[3.1.0]hexan-6-yl)-2-(4-(methylcarbamoyl)phenyl)benzo[d]imidazo[2,1-b]thiazole-7-carboxamide [C@@H]12CNC[C@H]2C1NC(=O)C1=CC2=C(N3C(S2)=NC(=C3)C3=CC=C(C=C3)C(NC)=O)C=C1